[Li].OC1=C(C=CC=C1)C1=C(C=CC=C1)O 2,2'-dihydroxybiphenyl lithium salt